FC1=CC=C(OCC2N(C3CC(C2C)C3)C(C3=C(C=CC(=C3)C)C=3SC=CN3)=O)C=C1 trans-3-[(4-Fluorophenoxy)methyl]-4-methyl-2-[5-methyl-2-(1,3-thiazol-2-yl)benzoyl]-2-azabicyclo[3.1.1]heptan